CN(CCCCOC1=CC=C(C=C1)C=1OC=2C3=C(C=CC2C(C1)=O)OC(O3)(C3=CC=CC=C3)C3=CC=CC=C3)CCN3CCCCC3 8-(4-(4-(methyl(2-(piperidin-1-yl)ethyl)amino)butoxy)phenyl)-2,2-diphenyl-6H-[1,3]dioxolo[4,5-h]chromen-6-one